3-(1-bromodibenzothiophen-3-yl)-9-phenyl-9H-carbazole BrC1=CC(=CC=2SC3=C(C21)C=CC=C3)C=3C=CC=2N(C1=CC=CC=C1C2C3)C3=CC=CC=C3